ethyl 4-(5-(ethoxycarbonyl)-2-nitro-1H-pyrrol-3-yl)nicotinate C(C)OC(=O)C1=CC(=C(N1)[N+](=O)[O-])C1=CC=NC=C1C(=O)OCC